COC(=O)C1CC2C(CC1)O2 methyl-3,4-epoxycyclohexanecarboxylate